[(3-{[2-(trimethylsilyl)ethoxy]methyl}-1,2,3-benzotriazol-5-yl)methoxy]acetic acid C[Si](CCOCN1N=NC2=C1C=C(C=C2)COCC(=O)O)(C)C